6-chloro-4-oxo-3,4-dihydro-2H-1-benzopyran-2-carboxylic acid ClC=1C=CC2=C(C(CC(O2)C(=O)O)=O)C1